ClC1=NC=C(C(=N1)C1=CN(C2=CC=C(C=C12)C)C)C(F)(F)F 3-(2-chloro-5-(trifluoromethyl)pyrimidin-4-yl)-1,5-dimethyl-1H-indole